COC1=CC2=C(C3=CN(C(C=C3C(OC2C2=NC=C(C=C2)C)CC(=O)OCC)=O)C)C=C1 Ethyl 2-(9-methoxy-2-methyl-7-(5-methylpyridin-2-yl)-3-oxo-2,3,5,7-tetrahydrobenzo[5,6]oxepino[4,3-c]pyridin-5-yl)acetate